COC1=CC2=C(N(C=N2)C2=CC=CC=C2)C=C1OC 5,6-dimethoxy-1-phenyl-1H-benzo[d]imidazole